BrC=1C(=C(C(=O)NC2CN(CC2O)C(=O)OCC2=CC=CC=C2)C=CC1)C benzyl 3-(3-bromo-2-methylbenzamido)-4-hydroxypyrrolidine-1-carboxylate